4-(4-(1-(thiophen-2-ylsulfonyl)azetidine-3-carbonyl)-3,4-dihydro-2H-pyrido[4,3-b][1,4]oxazin-8-yl)benzonitrile S1C(=CC=C1)S(=O)(=O)N1CC(C1)C(=O)N1C2=C(OCC1)C(=CN=C2)C2=CC=C(C#N)C=C2